C1=CC=CC=2C3=CC=CC=C3C(C12)COC(=O)N(CC(=O)O)C N-[(9H-Fluoren-9-ylmethoxy)carbonyl]-methyl-glycine